N-[1-[2-[4-[(1-cyanocyclopropyl)methylamino]-1-piperidyl]-2-oxo-ethyl]-3-[2-(difluoromethoxy)-5-(oxetan-3-ylsulfanyl)phenyl]pyrazol-4-yl]pyrazolo[1,5-a]pyrimidine-3-carboxamide C(#N)C1(CC1)CNC1CCN(CC1)C(CN1N=C(C(=C1)NC(=O)C=1C=NN2C1N=CC=C2)C2=C(C=CC(=C2)SC2COC2)OC(F)F)=O